C(#N)C1(CC1)N1N=C(N=C1)C=1C(=NC=CN1)C(C)NC(C1=CC(=CC(=C1)C(F)(F)F)C(F)(F)F)=O N-[1-[3-[1-(1-cyanocyclopropyl)-1,2,4-triazol-3-yl]pyrazin-2-yl]ethyl]-3,5-bis(trifluoromethyl)benzamide